4-bromo-5-methyl-1-(2-trimethylsilylethoxymethyl)pyrazole-3-carboxylate BrC=1C(=NN(C1C)COCC[Si](C)(C)C)C(=O)[O-]